2-(cyclopropylmethoxy)-5-isopropyl-benzenesulfonyl chloride C1(CC1)COC1=C(C=C(C=C1)C(C)C)S(=O)(=O)Cl